tert-butyl 3-(4-((4-([1,2,4]triazolo[1,5-a]pyridin-7-yloxy)-3-methylphenyl)amino)pyrrolo[2,1-f][1,2,4]triazin-5-yl)-8-azabicyclo[3.2.1]octane-8-carboxylate N=1C=NN2C1C=C(C=C2)OC2=C(C=C(C=C2)NC2=NC=NN1C2=C(C=C1)C1CC2CCC(C1)N2C(=O)OC(C)(C)C)C